(3-(4-(((Tetrahydro-2H-pyran-2-yl)oxy)methyl)bicyclo[2.2.1]heptan-1-yl)-1H-pyrazol-5-yl)methanol O1C(CCCC1)OCC12CCC(CC1)(C2)C2=NNC(=C2)CO